S1C(=NC2=C1C=CC=C2)NC2=C(C1=C(N=N2)N(CCC1)C=1SC(=C(N1)C(=O)OC)CCCOC1=C(C=C(C=C1)N1CCN(CC1)C)F)C methyl 2-{3-[(1,3-benzothiazol-2-yl) amino]-4-methyl-5H,6H,7H,8H-pyrido[2,3-C]pyridazin-8-yl}-5-{3-[2-fluoro-4-(4-methylpiperazin-1-yl) phenoxy] propyl}-1,3-thiazole-4-carboxylate